N-[1-[[2-[1-(2-aminoethyl)-4-piperidyl]tetrazol-5-yl]methyl]-3-[2,5-bis(difluoromethoxy)phenyl]pyrazol-4-yl]pyrazolo[1,5-a]pyrimidine-3-carboxamide NCCN1CCC(CC1)N1N=C(N=N1)CN1N=C(C(=C1)NC(=O)C=1C=NN2C1N=CC=C2)C2=C(C=CC(=C2)OC(F)F)OC(F)F